[C@@H](C)(CC)OC1=CC2=C(CN(CCC2)C2=CC(=C(C(=C2)C)NC(CC(C)(C)C)=O)C)C=C1F (R)-N-(4-(7-(sec-butoxy)-8-fluoro-1,3,4,5-tetrahydro-2H-benzo[c]azepine-2-yl)-2,6-dimethylphenyl)-3,3-dimethylbutanamide